ClC1=NC=C(C(=C1)NCC1=C(C=C(C=C1)OC)OC)C(CC)(F)F 2-Chloro-5-(1,1-difluoropropyl)-N-(2,4-dimethoxybenzyl)pyridin-4-amine